BrC1=CC=C(C(=N1)N1C[C@H](O[C@H](C1)C)C)F (cis)-4-(6-bromo-3-fluoropyridin-2-yl)-2,6-dimethylmorpholine